6-Amino-9-[(6-chloro-3-pyridyl)methyl]-2-[(S)-ethyl(methyl)phosphoryl]-7H-purin-8-one NC1=C2NC(N(C2=NC(=N1)[P@](=O)(C)CC)CC=1C=NC(=CC1)Cl)=O